Tert-butyl 4-({9-[4-chloro-3-(2,4-dioxo-1,3-diazinan-1-yl)benzoyl]-3,9-diazaspiro[5.5]undecan-3-yl}methyl)-3,3-difluoropiperidine-1-carboxylate ClC1=C(C=C(C(=O)N2CCC3(CCN(CC3)CC3C(CN(CC3)C(=O)OC(C)(C)C)(F)F)CC2)C=C1)N1C(NC(CC1)=O)=O